bis-(Gamma-triethoxysilylpropyl)amine C(C)O[Si](CCCNCCC[Si](OCC)(OCC)OCC)(OCC)OCC